C(C)(C)(C)OC(=O)N1CC2(C1)CC=C(CC2)C2=C(C1=C(N=CN=C1N)N2C)C2=CC=C(C=C2)OC2=NC=CC=N2 7-(4-amino-7-methyl-5-(4-(pyrimidin-2-yloxy)-phenyl)-7H-pyrrolo[2,3-d]pyrimidin-6-yl)-2-azaspiro[3.5]non-6-ene-2-carboxylic acid tert-butyl ester